tert-butyl (S)-2-(cyanomethyl)-4-((S)-2'-(((S)-1-methylpyrrolidin-2-yl)methoxy)-3,4,5',8'-tetrahydro-1H,6'H-spiro[naphthalene-2,7'-quinazolin]-4'-yl)piperazine-1-carboxylate C(#N)C[C@@H]1N(CCN(C1)C1=NC(=NC=2C[C@@]3(CCC12)CC1=CC=CC=C1CC3)OC[C@H]3N(CCC3)C)C(=O)OC(C)(C)C